BrC1=C(C(=C(C(=O)O)C=C1)C)[N+](=O)[O-] bromo-2-methyl-3-nitrobenzoic acid